tert-Butyl {(1S)-1-(5-chloro-3-[6-[(dimethylamino)carbonyl]pyridin-3-yl]-2-methoxy-4-methylphenyl)ethyl}carbamate ClC=1C(=C(C(=C(C1)[C@H](C)NC(OC(C)(C)C)=O)OC)C=1C=NC(=CC1)C(=O)N(C)C)C